N,N-dimethyl-1-(undecyloxy)heneicosa-12,15-dien-2-amine CN(C(COCCCCCCCCCCC)CCCCCCCCCC=CCC=CCCCCC)C